N-((6-methyl-5-(pyrazolo[1,5-a]pyridin-5-yl)-2,3-dihydro-1H-inden-4-yl)carbamoyl)-1H-pyrazole-3-sulfonamide CC1=C(C(=C2CCCC2=C1)NC(=O)NS(=O)(=O)C1=NNC=C1)C1=CC=2N(C=C1)N=CC2